C(CC)[C@@H]1C[C@@H]2CC[C@H](C[C@H]2CC1)C1CCC(CC1)C=O (1R,4r)-4-((2R,4aS,6S,8aR)-6-propyldecalin-2-yl)cyclohexane-1-formaldehyde